2-(2-(2-(difluoromethoxy)-7-methylquinoxalin-5-yl)benzo[d]thiazol-7-yloxy)acetic acid FC(OC1=NC2=CC(=CC(=C2N=C1)C=1SC2=C(N1)C=CC=C2OCC(=O)O)C)F